2-bromo-1-(1-(4-methoxybenzyl)-2-(trifluoromethyl)-1H-imidazol-4-yl)ethanone BrCC(=O)C=1N=C(N(C1)CC1=CC=C(C=C1)OC)C(F)(F)F